O=C1N(CCC(N1)=O)C=1C=C(C(=O)OC)C=C(C1C)F Methyl 3-(2,4-dioxotetrahydropyrimidin-1(2H)-yl)-5-fluoro-4-methylbenzoate